6-(6-ethoxypyridin-3-yl)-N'-(3-methoxybenzyl)pyrazine-2-carbohydrazide C(C)OC1=CC=C(C=N1)C1=CN=CC(=N1)C(=O)NNCC1=CC(=CC=C1)OC